ClC=1C=C(OC2=C(C=C(C=C2)NC(CC2=C(C=CC=C2)C(F)(F)F)=O)S(N)(=O)=O)C=CC1 N-[4-(3-chlorophenoxy)-3-sulfamoylphenyl]-2-[2-(trifluoromethyl)phenyl]acetamide